(3-(5-Benzyl-4H-1,2,4-triazol-3-yl)phenyl)(1-tosylindolin-5-yl)methanone C(C1=CC=CC=C1)C=1NC(=NN1)C=1C=C(C=CC1)C(=O)C=1C=C2CCN(C2=CC1)S(=O)(=O)C1=CC=C(C)C=C1